[N-]1C=NC=C1.[NH+]12CCCCCC2=NCCC1 1,8-diazabicyclo(5.4.0)undec-7-enium imidazolate